allyl acetate (propenyl acetate) C(=CC)CC(=O)O.C(C)(=O)OCC=C